N(C(=O)C)C1=CC=CC(=N1)CC(=O)O 2-(6-Acetaminopyridin-2-yl)acetic acid